C1(CC1)C1=NC=NC(=C1C1=NN2C(N(C(CC2)=O)[C@H](C)C2=CC=C(C=C2)C=2N(C=C(N2)C(F)(F)F)CC)=N1)OC (R)-2-(4-cyclopropyl-6-methoxypyrimidin-5-yl)-4-(1-(4-(1-ethyl-4-(trifluoromethyl)-1H-imidazol-2-yl)phenyl)ethyl)-6,7-dihydro-[1,2,4]triazolo[1,5-a]pyrimidin-5(4H)-one